CO[Si](CCC=1SSSC1)(OC)OC (2-trimethoxysilylethyl)trithiol